4-(Azetidin-3-yloxy)benzoic acid ethyl ester C(C)OC(C1=CC=C(C=C1)OC1CNC1)=O